F[P-](F)(F)(F)(F)F.ClC(N(C)C)=C[NH2+]C (chloro(dimethylamino)methylene)-N-methylmethanaminium hexafluorophosphate